FC=1C(=NC=C(C1C(F)(F)F)C)C(=O)NC1=CC(=C(C=C1)C)NC1=NC=CC=C1C1=C2N=CN(C2=NC=N1)C1OCCCC1 3-fluoro-5-methyl-N-(4-methyl-3-((3-(9-(tetrahydro-2H-pyran-2-yl)-9H-purin-6-yl)pyridin-2-yl)amino)phenyl)-4-(trifluoromethyl)picolinamide